2-iodo-4-(methoxy(phenyl)methyl)-6-methyl-1-p-toluenesulfonyl-1,6-dihydro-7H-pyrrolo[2,3-c]pyridin-7-one IC1=CC2=C(C(N(C=C2C(C2=CC=CC=C2)OC)C)=O)N1S(=O)(=O)C1=CC=C(C)C=C1